COC1=C(C=CC(=C1)N1N=CC=N1)C(C)=O 1-(2-methoxy-4-(2H-1,2,3-triazol-2-yl)phenyl)ethan-1-one